5-[2-methyl-5-[[(1R,4R)-2-methyl-5-oxa-2-azabicyclo[2.2.1]heptan-4-yl]methoxy]-4-pyridyl]-N-(6-methylpyridazin-3-yl)pyrazolo[1,5-a]pyridin-2-amine CC1=NC=C(C(=C1)C1=CC=2N(C=C1)N=C(C2)NC=2N=NC(=CC2)C)OC[C@@]21CN([C@@H](CO2)C1)C